N-butyl-pyridinium tetrafluoroborate F[B-](F)(F)F.C(CCC)[N+]1=CC=CC=C1